N-(1-(2-fluorocyclopropyl)-2-oxo-1,2-dihydropyridin-3-yl)-7-isopropoxy-2-(1-methyl-2-oxabicyclo[2.1.1]hexan-4-yl)imidazo[1,2-a]pyridine-6-carboxamide FC1C(C1)N1C(C(=CC=C1)NC(=O)C=1C(=CC=2N(C1)C=C(N2)C21COC(C2)(C1)C)OC(C)C)=O